C[C@H]1NC(C2=C(C=3C=4C=CC(=NC4C=CC3S2)N2C(=NC=C2)C=C)NC1)=O (R)-10-methyl-3-(2-vinyl-1H-imidazol-1-yl)-9,10,11,12-tetrahydro-8H-[1,4]diazepino[5',6':4,5]thieno[3,2-f]quinolin-8-one